ClC1=C(\C=N/OC(C(=O)O)C)C=C(C(=C1)F)N1C(N(C(=CC1=O)C(F)(F)F)C)=O 2-{[(Z)-{2-chloro-4-fluoro-5-[3-methyl-2,6-dioxo-4-(trifluoromethyl)-3,6-dihydropyrimidin-1(2H)-yl]benzylidene}amino]oxy}propanoic acid